3-[(2,3-dichlorophenyl)methyl]morpholine ClC1=C(C=CC=C1Cl)CC1NCCOC1